S(=O)(O)O.OC1=NC=CC=C1O 2,3-dihydroxypyridine sulfite